C([C@@H]1[C@H]([C@@H]([C@H]([C@H](O1)O[C@]2([C@H]([C@@H]([C@H](O2)CO)O)O)CO)OP(=O)(O)O[C@@H]3[C@H]([C@@H]([C@H](OC3O)CO)O)O)O)O)O The molecule is a member of the class of agrocinopines that consists of sucrose and D-glucose units joined via a phosphodiester linkage between position 4(F) of sucrose and position 2 of glucose. It has a role as a plant metabolite. It derives from a sucrose and a D-glucopyranose.